O=C1NC(CC[C@@H]1N1C(C2=CC=C(C=C2C1=O)NCC(=O)N1CCC(CC1)CCN1CCC(CC1)NC1=C2N=CN(C2=NC=N1)C1CC(C1)NC(C1=NC(=CC=C1)C)=O)=O)=O N-((1s,3s)-3-(6-((1-(2-(1-((2-(2,6-dioxopiperidin-3-yl)-1,3-dioxoisoindolin-5-yl)glycyl)piperidin-4-yl)ethyl)piperidin-4-yl)amino)-9H-purin-9-yl)cyclobutyl)-6-methylpicolinamide